C1(=CC=CC2=CC=CC=C12)[C@@H](C)NC(=O)C1=C(C=CC=C1)CCC(=O)NNC(/C=C/C(=O)OC)=O methyl (R,E)-4-(2-(3-(2-((1-(naphthalen-1-yl)ethyl)carbamoyl)phenyl)propanoyl)hydrazineyl)-4-oxobut-2-enoate